C(C)OC1=C(C=C2C=CN=C(C2=C1)OC[C@H]1NC([C@H]([C@H]1C)F)=O)C(=O)N 7-ethoxy-1-{[(2s,3s,4s)-4-fluoro-3-methyl-5-oxopyrrolidin-2-yl]methoxy}isoquinoline-6-carboxamide